3-(4-oxo-4,9-dihydro-3H-pyrimido[4,5-b]indol-7-yl)-2,5-dihydro-1H-pyrrole-1-carboxylic acid tert-butyl ester C(C)(C)(C)OC(=O)N1CC(=CC1)C1=CC=C2C3=C(NC2=C1)N=CNC3=O